2-bromo-4-(2-((tert-butyldiphenylsilyl)oxy)ethyl)-3-methylbenzo[b]thiophene-6-carboxylic acid ethyl ester C(C)OC(=O)C=1C=C(C2=C(SC(=C2C)Br)C1)CCO[Si](C1=CC=CC=C1)(C1=CC=CC=C1)C(C)(C)C